4-Bromo-2-chlorobenzoyl azide BrC1=CC(=C(C(=O)N=[N+]=[N-])C=C1)Cl